FC=1C=C(C=CC1F)N(C(=O)C1N(NC(C1)=O)C1=NC(=CC(=C1)C(F)(F)F)C)C([2H])([2H])[2H] N-(3,4-difluorophenyl)-N-(methyl-d3)-2-(6-methyl-4-(trifluoromethyl)pyridin-2-yl)-5-oxopyrazolidine-3-carboxamide